ClC=1C=C2C(=NC1OC)C(=C(N2C)C2=NC(=NN2)[C@@H](COC)N(C)C)C=2C=NNC2 (S)-1-(5-(6-chloro-5-methoxy-1-methyl-3-(1H-pyrazol-4-yl)-1H-pyrrolo[3,2-b]pyridin-2-yl)-1H-1,2,4-triazol-3-yl)-2-methoxy-N,N-dimethylethan-1-amine